C1(CC=CC1)CCCC1CC=CC1 1,3-bis(3-cyclopentenyl)propane